NC1=C(C=CC(=C1)C1=NN=C(N1N)SCC1=CC2=CC=CC=C2C=C1)S 2-amino-4-(4-amino-5-((naphthalen-2-ylmethyl)thio)-4H-1,2,4-triazol-3-yl)benzenethiol